OCCSC1=CC=CC2=CC=CC=C12 (2-Hydroxyethylthio)naphthalene